C1(CC1)C(OC1=C(C=C(C=C1F)F)CNC(=O)C=1C(=NC(=C(C1)C=1C=CC=2N(N1)C=C(N2)NC(C)=O)C)OC[2H])[2H] N-({2-[cyclopropyl(deutero)methoxy]-3,5-difluorophenyl}methyl)-5-{2-acetamidoimidazo[1,2-b]pyridazin-6-yl}-2-(deutero)methoxy-6-methylpyridine-3-carboxamide